BrC(C(=O)C1=CNC2=CC=C(C=C12)Cl)C 2-bromo-1-(5-chloro-1H-indol-3-yl)propan-1-one